5-(1-methyl-1H-pyrazol-5-yl)-7-(2-methyl-4-(methylsulfonyl)phenyl)-3-(1H-pyrazole-5-yl)-1-(2,2,2-trifluoroethyl)-1H-pyrazolo[4,3-b]pyridine CN1N=CC=C1C1=CC(=C2C(=N1)C(=NN2CC(F)(F)F)C2=CC=NN2)C2=C(C=C(C=C2)S(=O)(=O)C)C